OC1=C(C(=CC(=C1C(=O)NS(=O)(=O)C1=CC=CC=C1)CCCCC)O)C1C(CCC(=C1)C)C(=C)C 2,6-dihydroxy-5'-methyl-4-pentyl-N-(phenylsulfonyl)-2'-(prop-1-en-2-yl)-1',2',3',4'-tetrahydro-[1,1'-biphenyl]-3-carboxamide